3-(methylsulfonamido)-1H-pyrazole-4-carboxamide CS(=O)(=O)NC1=NNC=C1C(=O)N